4-((5,6-Bis(benzyloxy)pyrimidin-4-yl)methyl)-1-isopropyl-3-(4-((4-(morpholinomethyl)phenyl)ethynyl)phenyl)piperazin-2-one decyl-4-pyridinecarboxylate C(CCCCCCCCC)OC(=O)C1=CC=NC=C1.C(C1=CC=CC=C1)OC=1C(=NC=NC1OCC1=CC=CC=C1)CN1C(C(N(CC1)C(C)C)=O)C1=CC=C(C=C1)C#CC1=CC=C(C=C1)CN1CCOCC1